C1(=CC=CC=C1)SC1=CC=C(C=C1)CCCCCCCC 1-(4-phenylmercapto-phenyl)-octane